N-[2,5-Dimethyl-1-(2-phenylethyl)piperidin-4-yl]-N-phenylpropanamide CC1N(CC(C(C1)N(C(CC)=O)C1=CC=CC=C1)C)CCC1=CC=CC=C1